BrCC1=C(C=C(C=C1)Cl)OC(F)(F)F 1-(bromomethyl)-4-chloro-2-(trifluoromethoxy)benzene